ClC1=CC=C(C=CC2=NC=NC=C2)C=C1 4-(4-chlorostyryl)pyrimidine